2-(3,5-dichloro-4-((6-hydroxy-[1,1'-biphenyl]-3-yl)methyl)phenoxy)-N-methylacetamide ClC=1C=C(OCC(=O)NC)C=C(C1CC=1C=C(C(=CC1)O)C1=CC=CC=C1)Cl